C(C1=CC=CC=C1)OC=1C(=NC=C(C1C)C1=CC(=CC=C1)OC)C#N 3-(benzyloxy)-5-(3-methoxyphenyl)-4-methyl-picolinenitrile